NCC1=NNC(C2=CC=C(C=C12)C=1C=NN2C1CN(CC2)C(=O)C21CC(C2)C1)=O 4-(aminomethyl)-6-(5-(bicyclo[1.1.1]pentane-1-carbonyl)-4,5,6,7-tetrahydropyrazolo[1,5-a]pyrazin-3-yl)phthalazin-1(2H)-one